N,N'-(Oxybis(ethane-2,1-diyl))bis(3-(2-(2,6-dioxopiperidin-3-yl)-1-oxoisoindolin-4-yl)propanamide) O(CCNC(CCC1=C2CN(C(C2=CC=C1)=O)C1C(NC(CC1)=O)=O)=O)CCNC(CCC1=C2CN(C(C2=CC=C1)=O)C1C(NC(CC1)=O)=O)=O